Tert-Butyl 4-[3-methyl-2-oxo-2,3-dihydro-1H-indol-5-yl]piperidine-1-carboxylate CC1C(NC2=CC=C(C=C12)C1CCN(CC1)C(=O)OC(C)(C)C)=O